tert-Butyl 6-bromo-4-fluorospiro[indoline-3,4'-tetrahydropyran]-1-carboxylate BrC1=CC(=C2C(=C1)N(CC21CCOCC1)C(=O)OC(C)(C)C)F